(S)-2-(8-(tert-Butoxycarbonyl)-1-oxo-2,8-diazaspiro[4.5]dec-2-yl)-3-methylbutanoic acid C(C)(C)(C)OC(=O)N1CCC2(CCN(C2=O)[C@H](C(=O)O)C(C)C)CC1